2,2-Diethylhexanoic acid C(C)C(C(=O)O)(CCCC)CC